Glyceryl Palmitate Stearate C(CCCCCCCCCCCCCCCCC)(=O)O.C(CCCCCCCCCCCCCCC)(=O)OCC(O)CO